Para-toluenesulfonylmethyl isonitrile CC1=CC=C(C=C1)S(=O)(=O)C[N+]#[C-]